tris(3-methoxy-2,4,6-trifluorophenyl)boron COC=1C(=C(C(=CC1F)F)B(C1=C(C(=C(C=C1F)F)OC)F)C1=C(C(=C(C=C1F)F)OC)F)F